N(=NC(C(=O)NCC=C)(C)C)C(C(=O)NCC=C)(C)C 2,2'-azobis[N-(2-propenyl)-2-methylpropanamide]